carbon selenium-tin [Sn].[Se].[C]